C(C)OC[C@@H]1[C@H](CN(CCO1)S(=O)(=O)NC(=O)C=1N=C(OC1)N(C(OC(C)(C)C)=O)C1=C(C=C(C(=C1)C)F)C)OC tert-Butyl (4-((((6S,7R)-7-(ethoxymethyl)-6-methoxy-1,4-oxazepan-4-yl)sulfonyl)carbamoyl)oxazol-2-yl)(4-fluoro-2,5-dimethylphenyl)carbamate